2-chloro-7-(3-chloro-4-((dimethylamino)methyl)phenyl)-N,N-dimethyl-7H-pyrrolo[2,3-d]pyrimidine-6-carboxamide ClC=1N=CC2=C(N1)N(C(=C2)C(=O)N(C)C)C2=CC(=C(C=C2)CN(C)C)Cl